O1C[C@@H](CC1)OS(=O)(=O)C1=CC=C(C=C1)C 4-methylbenzenesulfonic acid [(3R)-tetrahydrofuran-3-yl] ester